methyl 3-(3-((2-(2-fluoro-5-((6-fluoro-4-(hydroxymethyl)-1H-indol-5-yl)oxy)phenyl)-1H-imidazol-5-yl)methyl)phenyl)propanoate FC1=C(C=C(C=C1)OC=1C(=C2C=CNC2=CC1F)CO)C=1NC(=CN1)CC=1C=C(C=CC1)CCC(=O)OC